N1(CCNCC1)C=1OC2=C(N1)C=CC=C2 2-(piperazine-1-yl)benzo[d]-oxazole